6-(propylsulfanyl)-1H-benzoimidazole C(CC)SC=1C=CC2=C(NC=N2)C1